6'-[(piperazin-1-yl)methyl]-2',3'-dihydrospiro[cyclohexane-1,1'-indene]-4-carboxylate N1(CCNCC1)CC1=CC=C2CCC3(C2=C1)CCC(CC3)C(=O)[O-]